1-Cyclobutyl-N6-(1,3-dimethyl-1H-pyrazol-4-yl)-3-(1H-indol-6-yl)-1H-pyrazolo[3,4-d]pyrimidine-4,6-diamine trifluoroacetate FC(C(=O)O)(F)F.C1(CCC1)N1N=C(C=2C1=NC(=NC2N)NC=2C(=NN(C2)C)C)C2=CC=C1C=CNC1=C2